(2-dimethylaminoethyl)-phosphate CN(CCOP(=O)([O-])[O-])C